C(C)(C)(C)N(C(O)=O)CCOCCOCCNC1=NC=C(N=C1)Cl.ClC=1C(=NC(=C(C(=O)NC2=CC(=CC=C2)NS(N)(=O)=O)C1)N1CCC(CCC1)(F)F)C 5-chloro-2-(4,4-difluoroazepan-1-yl)-6-methyl-N-(3-(sulfamoylamino)phenyl)nicotinamide tert-Butyl-(2-(2-(2-((5-chloropyrazine-2-yl)amino)ethoxy)ethoxy)ethyl)carbamate